COC=1C(=NC=CC1)C(=N)N methoxypyridine-2-carboxamidine